FCCCOC(C(CC)CC)=O 2-ethyl-butyric acid 3-fluoropropyl ester